C(C(=O)O)(=O)O.ClC=1C=C2C(=CNC2=CC1)C1CCN(CC1)CCC1=CC=CC2=CC=CC=C12 5-chloro-3-[1-[2-[1-naphthyl]-ethyl]-4-piperidinyl]-1H-indole oxalate